3-({[(2-{[5-fluoro-4-(4-fluoro-2-methoxyphenyl)pyridin-2-yl]amino}pyridin-4-yl)methyl](methyl)oxo-λ6-sulfanylidene}carbamoyl)propanoic acid FC=1C(=CC(=NC1)NC1=NC=CC(=C1)CS(=O)(C)=NC(=O)CCC(=O)O)C1=C(C=C(C=C1)F)OC